FC1=CC=C(C[C@H]2C(N(CCC2)C2=CC(=NN2)C2=CN=NC=C2C)=O)C=C1 (S)-3-(4-Fluorobenzyl)-1-(3-(5-methylpyridazin-4-yl)-1H-pyrazol-5-yl)piperidin-2-one